C1(CC1)S(=O)(=O)N1N=CC(=C1)C1=NC=CC(=N1)NC=1N=CC2=C(C=CC(=C2C1)C(C)C)N1[C@@H]([C@H](C1)CS(=O)(=O)C)C N-(2-(1-(cyclopropanesulfonyl)-1H-pyrazol-4-yl)pyrimidin-4-yl)-5-isopropyl-8-((2R,3S)-2-methyl-3-(methylsulfonylmethyl)azetidin-1-yl)isoquinolin-3-amine